BrC1=CC(N(C=C1)C1CCN(CC1)C(=O)OC1=CC=CC=C1)=O phenyl 4-(4-bromo-2-oxopyridin-1(2H)-yl)piperidine-1-carboxylate